2-Bromo-4-((5-(trifluoromethyl)pyridin-2-yl)oxy)phenol BrC1=C(C=CC(=C1)OC1=NC=C(C=C1)C(F)(F)F)O